BrC1=CC2=C(N(C(OC2)=O)C)C=C1 6-bromo-1-methyl-1,4-dihydro-2H-benzo[d][1,3]oxazin-2-one